(2R,3S,4S,5R)-3-(3,4-difluoro-2-methoxyphenyl)-4,5-dimethyl-5-(trifluoromethyl)tetrahydrofuran-2-amide FC=1C(=C(C=CC1F)[C@H]1[C@@H](O[C@]([C@H]1C)(C(F)(F)F)C)C(=O)N)OC